C(C)(C)(C)OC(=O)N1C[C@H]([C@H](CC1)NC(=O)OCC1=CC=CC=C1)N=[N+]=[N-] cis-3-azido-4-(benzyloxycarbonylamino)piperidine-1-carboxylic acid tert-butyl ester